ClC1=NC(=CC(=C1)C(C=O)(C)C)C1=CC=C(C=C1)F 2-(2-chloro-6-(4-fluorophenyl)pyridin-4-yl)-2-methylpropanal